benzyl 5,5-difluoro-2-[4-fluoro-1-[1-[(4-methoxyphenyl) methyl]-2,6-dioxo-3-piperidinyl]-3-methyl-2-oxo-benzoimidazol-5-yl]-2,7-diazaspiro[3.5]nonane-7-carboxylate FC1(C2(CN(C2)C2=C(C3=C(N(C(N3C)=O)C3C(N(C(CC3)=O)CC3=CC=C(C=C3)OC)=O)C=C2)F)CCN(C1)C(=O)OCC1=CC=CC=C1)F